N-((S)-1-(((R)-1-(4-chlorothiazol-2-yl)-1-oxo-3-((R)-2-oxopyrrolidin-3-yl)propan-2-yl)amino)-4-methyl-1-oxopentan-2-yl)-4-methoxy-1H-indole-2-carboxamide ClC=1N=C(SC1)C([C@@H](C[C@@H]1C(NCC1)=O)NC([C@H](CC(C)C)NC(=O)C=1NC2=CC=CC(=C2C1)OC)=O)=O